CC1=C(C=C(C=C1)C12CCN(CC2C1)C(=O)C1CC2(C1)NC(CC2)=O)OC(F)(F)F (rac)-(2r,4s)-2-(6-(4-Methyl-3-(trifluoromethoxy)phenyl)-3-azabicyclo[4.1.0]heptane-3-carbonyl)-5-azaspiro[3.4]octan-6-one